C(CCC)OC(NS(=O)(=O)C=1SC(=CC1C1=CC=C(C=C1)C(C)N1C=NC=C1)CC(C)C)=O ((3-(4-(1-(1H-imidazol-1-yl)ethyl)phenyl)-5-isobutylthiophene-2-yl)sulfonyl)carbamic acid butyl ester